2-(5-hexen-1-yl)cyclopentanone C(CCCC=C)C1C(CCC1)=O